C(#N)C=1C=NN2C1C(=CC(=C2)C2=NN(C=C2)C)C=2C=CC(=NC2)N2C[C@@H]1[C@H](C2)CC(C1)(C)NC(C1=NC=CC=C1F)=O N-((3aR,5s,6aS)-2-(5-(3-cyano-6-(1-methyl-1H-pyrazol-3-yl)pyrazolo[1,5-a]pyridin-4-yl)pyridin-2-yl)-5-methyloctahydrocyclopenta[c]pyrrol-5-yl)-3-fluoropicolinamide